4-(4-bromophenyl)-5,6-diphenyl-2-(pyridin-4-yl)pyrimidine BrC1=CC=C(C=C1)C1=NC(=NC(=C1C1=CC=CC=C1)C1=CC=CC=C1)C1=CC=NC=C1